4-Methyl-1,4-hexadiene CC(CC=C)=CC